2-(2,6-difluorophenyl)-1,3-oxazole-5-carboxamide FC1=C(C(=CC=C1)F)C=1OC(=CN1)C(=O)N